3-({2-fluoro-3-[(methylsulfamoyl)amino]phenyl}methyl)-2-oxo-2,3-dihydrospiro[1,3-benzoxazine-4,1'-cyclobutan]-7-yl N,N-dimethylcarbamate CN(C(OC1=CC2=C(C=C1)C1(CCC1)N(C(O2)=O)CC2=C(C(=CC=C2)NS(NC)(=O)=O)F)=O)C